FC1=CC=C(C=C1)NC([C@H](C1=CC=CC=C1)C1=NC(=CN=C1N)C=1C=NN(C1)C1CNC1)=O (R)-2-((4-fluorophenyl)amino)-2-oxo-1-phenylethyl-3-amino-6-(1-(azetidin-3-yl)-1H-pyrazol-4-yl)pyrazine